(1-vinyl-3-allylimidazole) tetrafluoroboric acid salt F[B-](F)(F)F.[H+].C(=C)N1CN(C=C1)CC=C